C(C)(C)(C)OC(=O)N1C(C(CCC1)(N[S@](=O)C(C)(C)C)C#CC(=O)OCC)CC=1C=C(C=CC1)C1=CC=CC=C1 2-({[1,1'-Biphenyl]-3-yl}methyl)-3-(3-ethoxy-3-oxoprop-1-yn-1-yl)-3-{[(R)-2-methylpropan-2-sulfinyl]amino}piperidine-1-carboxylic acid tert-butyl ester